(2S,3R)-3-[(dimethylsulfamoyl)amino]-4,4-difluoro-2-[(2-fluoro-3'-methyl[1,1'-biphenyl]-3-yl)methyl]-N,N-dimethyl-pyrrolidine-1-carboxamide CN(S(=O)(=O)N[C@@H]1[C@@H](N(CC1(F)F)C(=O)N(C)C)CC=1C(=C(C=CC1)C1=CC(=CC=C1)C)F)C